ClC=1C(=CC(=C(C(=O)NS(=O)(=O)C=2C=CC3=C(CCO3)C2)C1)F)OCC1CCCC1 5-chloro-4-(cyclopentylmethoxy)-N-((2,3-dihydrobenzofuran-5-yl)sulfonyl)-2-fluorobenzamide